S1C(=CC=C1)C1=CC(=NC=C1C1=CC=C(C=C1)OC)C(F)(F)F 4-thienyl-5-(4-methoxyphenyl)-2-(trifluoromethyl)pyridine